5-Methyl-6-oxo-8-(4-((5,6,7,8-tetrahydronaphthalen-2-yl)oxy)piperidin-1-yl)-5,6-dihydro-1,5-naphthyridin-2-carbonitril CN1C=2C=CC(=NC2C(=CC1=O)N1CCC(CC1)OC1=CC=2CCCCC2C=C1)C#N